2-(3'-((2,2-difluoroethyl)(6-fluoro-1-methyl-[1,2,4]triazolo[4,3-a]quinazolin-5-yl)amino)-5'-fluoro-[1,1'-biphenyl]-4-yl)propan-2-ol FC(CN(C=1C=C(C=C(C1)F)C1=CC=C(C=C1)C(C)(C)O)C1=NC=2N(C3=CC=CC(=C13)F)C(=NN2)C)F